zinc-platinum (II) [Pt+2].[Zn+2]